(R)-N-(3-(1-((2-amino-5-(3-methyl-1H-pyrazol-4-yl)pyridin-3-yl)oxy)ethyl)phenyl)-4-(methylthio)benzamide NC1=NC=C(C=C1O[C@H](C)C=1C=C(C=CC1)NC(C1=CC=C(C=C1)SC)=O)C=1C(=NNC1)C